COC1=C(C(=CC=C1)OC)C1=CC(=NN1C1=CC=C(C=C1)F)C(=O)N[C@H](CC(=O)O)CC(C)C (3S)-3-{[5-(2,6-dimethoxyphenyl)-1-(4-fluorophenyl)-1H-pyrazol-3-yl]formamido}-5-methylhexanoic acid